2-vinyl-1,3-cyclohexadiene C(=C)C1=CCCC=C1